C(C=C)(=O)N1[C@H](CN(CC1)C1=NC(=NC=2C[C@@H](CCC12)N1CCCC2=CC=CC=C12)N1CC(CC1)N(C)C)CC#N 2-((2S)-1-Acryloyl-4-((7R)-7-(3,4-dihydroquinolin-1(2H)-yl)-2-(3-(dimethylamino)pyrrolidin-1-yl)-5,6,7,8-tetrahydroquinazolin-4-yl)piperazin-2-yl)acetonitrile